2-(Acetamido)-2-deoxy-alpha-D-galactopyranose C(C)(=O)N[C@H]1[C@@H](O)O[C@@H]([C@@H]([C@@H]1O)O)CO